(3-methyl-4-(5-methyl-4-((2-(trimethylsilyl)ethoxy)methyl)-4H-1,2,4-triazol-3-yl)phenyl)methanol CC=1C=C(C=CC1C1=NN=C(N1COCC[Si](C)(C)C)C)CO